CC1=CC=C(C=N1)C=1C=2N(C(=C(C1)OCC(C)(C)O)C)N=CC2C#N 4-(6-methylpyridin-3-yl)-6-(2-hydroxy-2-methylpropoxy)-7-methylpyrazolo[1,5-a]pyridine-3-carbonitrile